[Al].[Zn].[Cu].FC1=CC=C(C=C1)CCCC 1-(4-fluorophenyl)butane Copper-Zinc-Aluminum